IC1=CC=C(COC(C2=CC=C(C(=C2)C(F)(F)F)C=CC=2C(=C(C=CC2)C2=CC=CC=C2)C)C2(NCCCC2)C(=O)O)C=C1 2-((4-Iodobenzyloxy)-4-(2-(2-methyl-[1,1'-biphenyl]-3-yl)vinyl)-5-(trifluoromethyl)benzyl)piperidine-2-carboxylic acid